((8-cyanoisochroman-1-yl)methyl)(methyl)carbamic acid tert-butyl ester C(C)(C)(C)OC(N(C)CC1OCCC2=CC=CC(=C12)C#N)=O